((4-(furan-3-yl)phenyl)ethynyl)trimethylsilane O1C=C(C=C1)C1=CC=C(C=C1)C#C[Si](C)(C)C